CN(CCCNC1=NC(=NC(=N1)NCCCN(CCC(=O)OCCCCCCCCCCCC)CCC(=O)OCCCCCCCCCCCC)NCCCN(CCC(=O)OCCCCCCCCCCCC)CCC(=O)OCCCCCCCCCCCC)C tetradodecyl 3,3',3'',3'''-((((6-((3-(dimethylamino)propyl)amino)-1,3,5-triazine-2,4-diyl)bis(azanediyl))bis(propane-3,1-diyl))bis(azanetriyl))tetrapropionate